Ethyl 3-[2-chloro-4-fluoro-5-(6-fluoro-5-methoxy-3-pyridyl)-phenyl]-5-methyl-4H-isoxazole-5-carboxylate ClC1=C(C=C(C(=C1)F)C=1C=NC(=C(C1)OC)F)C1=NOC(C1)(C(=O)OCC)C